NC=1N=C(C=C2C=C(N=CC12)NC(=O)[C@H]1[C@@H](C1)C(F)(F)F)C=1C=NNC1C |r| (±)-trans-N-(8-amino-6-(5-methyl-1H-pyrazol-4-yl)-2,7-naphthyridin-3-yl)-2-(trisFluoromethyl)cyclopropanecarboxamide